tert-butyl ((1r,4r)-4-(methoxy(methyl) carbamoyl)cyclohexyl)carbamate CON(C(=O)C1CCC(CC1)NC(OC(C)(C)C)=O)C